[(benzyloxy)carbonyl]({2-[(benzyloxy)carbonyl]-3-(4-{1-[(tert-butoxy)carbonyl]piperidin-4-yl}phenyl)-1H-pyrrol-1-yl}sulfonyl)azanide C(C1=CC=CC=C1)OC(=O)[N-]S(=O)(=O)N1C(=C(C=C1)C1=CC=C(C=C1)C1CCN(CC1)C(=O)OC(C)(C)C)C(=O)OCC1=CC=CC=C1